CC=1C=CC2=C(N=C(N=C2C23CC(C2)(C3)C(F)(F)F)N3C[C@@H](OCC3)C3=CC(=NC=C3)C)N1 7-methyl-2-((2S)-2-(2-methyl-4-pyridinyl)-4-morpholinyl)-4-(3-(trifluoromethyl)bicyclo[1.1.1]pentan-1-yl)pyrido[2,3-d]pyrimidine